1-cholest-5-en-24-yl beta-D-glucopyranosyl-(1→2)-[beta-D-glucopyranosyl-(1→6)]-beta-D-glucopyranoside [C@@H]1([C@H](O)[C@@H](O)[C@H](O)[C@H](O1)CO)O[C@H]1[C@H](OC(C(C)C)CC[C@@H](C)[C@H]2CC[C@H]3[C@@H]4CC=C5CCCC[C@]5(C)[C@H]4CC[C@]23C)O[C@@H]([C@H]([C@@H]1O)O)CO[C@H]1[C@H](O)[C@@H](O)[C@H](O)[C@H](O1)CO